Hydroxyhexadecanoylcarnitine OCCCCCCCCCCCCCCCC(=O)C(O)(C[N+](C)(C)C)CC([O-])=O